CS(=O)(=O)N[C@@H]1[C@@H](N(CC1)C(=O)OC(C)C)CO[C@@H]1CC[C@@H](CC1)C1=CC=CC=C1 isopropyl (CIS)-3-(methylsulfonamido)-2-((((CIS)-4-phenylcyclohexyl)oxy)methyl)pyrrolidine-1-carboxylate